ClC=1C=CC(=NC1)N(C(=O)C=1C=CC=2N(C1)C(=CN2)C2=CC=C(C=C2)NC(OC)=O)C methyl N-[4-[6-[(5-chloro-2-pyridyl)-methyl-carbamoyl]imidazo[1,2-a]pyridin-3-yl]phenyl]carbamate